NC1=CC=C(CCN2C(OC(C2=O)C)C=2C(=NN(C2)C2=CC=C(C=C2)Br)C2=NC=C(C=C2)Cl)C=C1 3-(4-Aminophenethyl)-2-(1-(4-bromophenyl)-3-(5-chloropyridin-2-yl)-1H-pyrazol-4-yl)-5-methyloxazolidin-4-one